ClC1=C(N=C(C=2C(N3[C@@H](COC21)CNCC3)=O)NC=3C(=NC=CC3C)C(C)C)C3=C(C=CC=C3O)F (6aR)-4-chloro-3-(2-fluoro-6-hydroxyphenyl)-1-((2-isopropyl-4-methylpyridin-3-yl)amino)-6,6a,7,8,9,10-hexahydro-12H-pyrazino[2,1-c]pyrido[3,4-f][1,4]oxazepin-12-one